O=C1N(CCC(N1)=O)C1=NN(C2=C(C=CC=C12)N1CCN(CC1)C(=O)OC(C)(C)C)C tert-butyl 4-[3-(2,4-dioxohexahydropyrimidin-1-yl)-1-methyl-indazol-7-yl]piperazine-1-carboxylate